C(C)(=O)NCCNC(C1=CC=C(C=C1)C1=C(N(C=2C=C3C=NNC3=CC21)C2=CC=C(C=C2)F)C2CCOCC2)=O N-(2-acetamidoethyl)-4-(5-(4-fluorophenyl)-6-(tetrahydro-2H-pyran-4-yl)-1,5-dihydropyrrolo[2,3-f]indazol-7-yl)benzamide